(S)-8-((3S,5R)-4-acryloyl-3,5-dimethylpiperazin-1-yl)-l-1-chloro-3-cyclopropyl-10-(trifluoromethyl)-3,4-dihydro-2H,6H-[1,4]thiazepino[2,3,4-ij]quinazolin-6-one C(C=C)(=O)N1[C@H](CN(C[C@H]1C)C1=NC(N2C3=C(C=C(C=C13)C(F)(F)F)S(C[C@H](C2)C2CC2)Cl)=O)C